6-(1-methylcyclohexyl)-p-cresol CC1(CCCCC1)C=1C=C(C=CC1O)C